ClC=1C=C2C=CN=C(C2=CC1)C1=CC(=CC2=C1OC1=C2C=CC(=C1)F)C 6-chloro-1-(7-fluoro-2-methyldibenzo-[b,d]furan-4-yl)isoquinoline